1-hexylcarboxylic acid C(CCCCC)C(=O)O